ClC1=C(C=CC(=C1)C1=NNC2=NC=C(C=C21)C=2C=CC1=C(CC[C@H](CC1)N1CCCC1)C2)C(=O)N2CCNCC2 (S)-(2-Chloro-4-(5-(7-(pyrrolidin-1-yl)-6,7,8,9-tetrahydro-5H-benzo[7]annulen-2-yl)-1H-pyrazolo[3,4-b]pyridin-3-yl)phenyl)(piperazin-1-yl)methanone